C(C)(C)[Si@H](C1=C(C=CC=C1)P1CC2=C(C3=C(C1)C=CC1=CC=CC=C13)C=1C=CC=CC1C=C2)C2=CC=CC=C2 (4S,11bR)-4-(2-((S)-Isopropyl(phenyl)silyl)phenyl)-4,5-dihydro-3H-dinaphtho[2,1-c:1',2'-e]phosphepine